ClC=1C=C(C#N)C=C(C1)F 3-chloro-5-fluorobenzonitrile